tert-butyl N-[(3R)-8-fluoro-7-[(Z)-N'-hydroxycarbamimidoyl]-4-oxo-5-[[4-(1,1,2,2-tetrafluoroethoxy)phenyl]methyl]-2,3-dihydro-1,5-benzothiazepin-3-yl]carbamate FC1=CC2=C(N(C([C@H](CS2)NC(OC(C)(C)C)=O)=O)CC2=CC=C(C=C2)OC(C(F)F)(F)F)C=C1/C(/N)=N/O